ClC1=NC(=CC(=N1)C(=O)OC)NC1=NNC(=C1)C1CC1 methyl 2-chloro-6-((5-cyclopropyl-1H-pyrazol-3-yl)amino)pyrimidine-4-carboxylate